NC1=NC=2C3=C(C(CC2C=N1)(C)C)C(=NN3)C(=O)NC=3SC=C(N3)CC(=O)N3CCC(CC3)N3CC(CCC3)(C)C 8-amino-N-{4-[2-(3,3-dimethyl-1,4'-bipiperidin-1'-yl)-2-oxoethyl]-1,3-thiazol-2-yl}-4,4-dimethyl-4,5-dihydro-1H-pyrazolo[4,3-H]quinazoline-3-carboxamide